[N+](=[N-])=CC(CC[C@@H](C(=O)OC(C)C)NC([C@H](C(C)C)OC)=O)=O isopropyl (S)-6-diazo-2-((S)-2-methoxy-3-methylbutanamido)-5-oxohexanoate